ClC1=CC=C(C=C)C=C1 (R)-4-chlorostyrene